ClC(C(=O)OCCOC(C(C1=CC=CC=C1)Cl)=O)C1=CC=CC=C1 ethylene bis(chloro-phenyl acetate)